5-(3-(((1S,3S)-3-hydroxy-3-methylcyclobutyl)amino)-5-methyl-1,2,4-triazin-6-yl)benzothiophen-4-ol OC1(CC(C1)NC=1N=NC(=C(N1)C)C1=CC=C2C(C=CS2)=C1O)C